(2,2-dimethylpent-4-en-1-yl)lithium CC(C[Li])(CC=C)C